3-fluoro-7,7-dimethyl-3,4,5,8-tetrahydro-1H-pyrano[4,3-b]pyridin-2-one FC1CC2=C(NC1=O)CC(OC2)(C)C